N6,3-bis(1-ethylpropyl)-N8-(2-pyridylmethyl)-[1,2,4]triazolo[4,3-b]pyridazine-6,8-diamine C(C)C(CC)NC=1C=C(C=2N(N1)C(=NN2)C(CC)CC)NCC2=NC=CC=C2